CN1N=CC(=C1C(=O)O)C1=CC=C(C=C1)C(N([C@H]1CNCCC1)C1=NC=CC2=CC=CC(=C12)C)=O 2-methyl-4-[4-[(8-methyl-1-isoquinolyl)-[(3R)-3-piperidyl]carbamoyl]phenyl]pyrazole-3-carboxylic acid